ClC1=C(C=C(OC(CCC)O)C=C1)CC1=CC=C(C=C1)OC1COCC1 (4-chloro-3-{[4-(tetrahydrofuran-3-oxy)phenyl]methyl}phenoxy)butan-1-ol